N-(tert-butoxycarbonyl)-4-methyl-L-leucyl-3-[(3S)-2-oxopiperidin-3-yl]-L-alanine C(C)(C)(C)OC(=O)N[C@@H](CC(C)(C)C)C(=O)N[C@@H](C[C@H]1C(NCCC1)=O)C(=O)O